1-(3-{3-Fluoro-4-[(2-methyl-1H-imidazol-1-yl)methyl]phenyl}-5-isobutyl-2-thienylsulfonyl)-3-[(1-methyl-1H-imidazol-2-yl)methyl]urea FC=1C=C(C=CC1CN1C(=NC=C1)C)C1=C(SC(=C1)CC(C)C)S(=O)(=O)NC(=O)NCC=1N(C=CN1)C